BrCC=1C=CC(=NC1)OC 5-(bromomethyl)-2-methoxypyridine